[AsH3].[NH4+] ammonium arsine